methyl ({5-[1-(2,6-difluoro-4-isopropylphenyl)-1H-pyrazol-3-yl]-2-methylphenyl}methyl)carbamate FC1=C(C(=CC(=C1)C(C)C)F)N1N=C(C=C1)C=1C=CC(=C(C1)CNC(OC)=O)C